(2-Chlorotrityl) (R)-4-((1-(amino-methyl)cyclopropyl) (methyl)amino)-3-benzyl-4-oxobutanoate NCC1(CC1)N(C([C@@H](CC(=O)OC(C1=C(C=CC=C1)Cl)(C1=CC=CC=C1)C1=CC=CC=C1)CC1=CC=CC=C1)=O)C